(R)-N-(1-(2,4-dichlorophenyl)-2-hydroxyethyl)-3-fluoro-N-(pyridin-3-ylmethyl)benzamide ClC1=C(C=CC(=C1)Cl)[C@H](CO)N(C(C1=CC(=CC=C1)F)=O)CC=1C=NC=CC1